N-((3,4-dimethylphenyl)(phenyl)methyl)-2-oxo-6-(trifluoromethyl)-1,2-dihydropyridine-3-carboxamide CC=1C=C(C=CC1C)C(NC(=O)C=1C(NC(=CC1)C(F)(F)F)=O)C1=CC=CC=C1